CC1=C(C=CC(=C1)C)C12CNCC(CC1)N2C(=O)N (2,4-dimethylphenyl)-3,8-diazabicyclo[3.2.1]octane-8-carboxamide